4-(benzyloxy)-1-(3-isothiocyanato-5-(trifluoromethyl)phenyl)piperidine C(C1=CC=CC=C1)OC1CCN(CC1)C1=CC(=CC(=C1)C(F)(F)F)N=C=S